indan-5-ol C1CCC2=CC(=CC=C12)O